(S)-1-(3-Bromo-5-cyclopropylbenzyl)-3-methylpiperidine BrC=1C=C(CN2C[C@H](CCC2)C)C=C(C1)C1CC1